OC(\C=C/C1CN(CC1)C(=O)OC(C)(C)C)C1=CC=C(C=C1)C(F)(F)F tert-butyl (Z)-3-(3-hydroxy-3-(4-(trifluoromethyl)phenyl)prop-1-en-1-yl)pyrrolidine-1-carboxylate